(4aR,8aS)-6-[3-[[2,4-difluoro-5-(trifluoromethyl)phenyl]methoxy]azetidine-1-carbonyl]-4,4a,5,7,8,8a-hexahydropyrido[4,3-b][1,4]oxazin-3-one FC1=C(C=C(C(=C1)F)C(F)(F)F)COC1CN(C1)C(=O)N1C[C@@H]2[C@@H](OCC(N2)=O)CC1